N1=CC=CC2=CC(=CC=C12)C1=CC=2C(=NC=C3C=CC(N(C23)C2=CC(=CC=C2)C(F)(F)F)=O)C=C1 9-(6-quinolyl)-2-oxo-1-[3-(trifluoromethyl)phenyl]-1,2-dihydrobenzo[h][1,6]naphthyridine